6-(9-ethyl-9H-carbazol-3-yl)-4-(methylthio)-2-oxo-2H-pyran-3-carbonitrile C(C)N1C2=CC=CC=C2C=2C=C(C=CC12)C1=CC(=C(C(O1)=O)C#N)SC